COC=1C=C2C(=CC=NC2=CC1OC)N1N=CC(=C1)N1CCS(CC1)(=N)=O 4-(1-(6,7-dimethoxyquinolin-4-yl)-1H-pyrazol-4-yl)-1-imino-1λ6-thiomorpholine 1-oxide